2-ethoxy-2-ethyl-1-(3-diethoxyethylsilylpropyl)-1-aza-2-silacyclopentane C(C)O[Si]1(N(CCC1)CCC[SiH2]CC(OCC)OCC)CC